C(C)(=O)C1=NN(C2=CC=C(C=C12)C=1C=NC(=NC1)C)CC(=O)N1[C@@H](CCC1=O)C(=O)NC1=NC(=CC=C1)Br (S)-1-(2-(3-Acetyl-5-(2-methylpyrimidin-5-yl)-1H-indazol-1-yl)acetyl)-N-(6-bromopyridin-2-yl)-5-oxopyrrolidine-2-carboxamide